1-(phenyl)ethan-1-one C1(=CC=CC=C1)C(C)=O